Z-ethyl 4-(tert-butoxycarbonylamino)-2-fluorobut-2-enoate C(C)(C)(C)OC(=O)NC\C=C(\C(=O)OCC)/F